tert-butyl N-[(4-bromophenyl)(oxo)(4-{[4-(pentafluoro-λ6-sulfanyl)phenyl]Amino}piperidin-1-yl)-λ6-sulfanylidene]carbamate BrC1=CC=C(C=C1)S(=NC(OC(C)(C)C)=O)(N1CCC(CC1)NC1=CC=C(C=C1)S(F)(F)(F)(F)F)=O